C1(CC1)C1=C(C=C(C=C1)C(NC(=O)C1N(CC(C1)F)C(CC1=CC=NN1)=O)C1=CC=CC=C1)F N-[(4-cyclopropyl-3-fluorophenyl)(phenyl)methyl]-4-fluoro-1-[2-(1H-pyrazol-5-yl)acetyl]pyrrolidine-2-carboxamide